O=C1C=C(N=C2N1C=CC=C2)C(=O)NCC=2N=C1N(C=C(C=C1)CNCC1CC3(CC3)C1)C2 4-oxo-N-[[6-[(spiro[2.3]hexane-5-ylmethylamino)methyl]imidazo[1,2-a]pyridin-2-yl]methyl]pyrido[1,2-a]pyrimidine-2-carboxamide